FC1=CC=C(C=C1)C1(CCN(CC1)C1=CN=CC(=N1)C=1C=C(C#N)C=CC1)O 3-(6-(4-(4-fluorophenyl)-4-hydroxypiperidin-1-yl)pyrazin-2-yl)benzonitrile